13,16-Dihydroxy-tricos-18-enoic acid OC(CCCCCCCCCCCC(=O)O)CCC(CC=CCCCC)O